chroman-6-yl-[(7S)-2,7-dimethyl-3-(3,4,5-trifluorophenyl)-5,7-dihydro-4H-pyrazolo[3,4-c]pyridin-6-yl]methanone O1CCCC2=CC(=CC=C12)C(=O)N1[C@H](C=2C(CC1)=C(N(N2)C)C2=CC(=C(C(=C2)F)F)F)C